6-(4-amino-4-methylpiperidin-1-yl)-3-((3-chloro-2-morpholinopyridin-4-yl)thio)-5-(1,3,4-oxadiazol-2-yl)pyrazin-2-amine NC1(CCN(CC1)C1=C(N=C(C(=N1)N)SC1=C(C(=NC=C1)N1CCOCC1)Cl)C=1OC=NN1)C